Cl.Cl.N[C@H](C(=O)OCC1=CC(=NC(=C1)Cl)Cl)CC=1N=C(NC1)C(N)=O (2,6-dichloropyridin-4-yl)methyl (S)-2-amino-3-(2-carbamoyl-1H-imidazol-4-yl)propanoate dihydrochloride